4-phenyl-1,2-dihydropyridazine-3,6-dione C1(=CC=CC=C1)C=1C(NNC(C1)=O)=O